3-(bromomethyl)pyridine, hydrobromide Br.BrCC=1C=NC=CC1